methyl (isopropoxycarbonyloxy)methyl phosphate P(=O)(OC)(OCOC(=O)OC(C)C)[O-]